FC(C)(F)C1=NC=CC(=N1)NC1=CC(=NC=C1C1=NC(=NS1)C)NC(C)=O N-(4-((2-(1,1-difluoroethyl)pyrimidin-4-yl)amino)-5-(3-methyl-1,2,4-thiadiazol-5-yl)pyridin-2-yl)acetamide